3,4-dihydro-1H-pyrrolo[3,4-b]indole-2-carboxylate C1N(CC=2NC=3C=CC=CC3C21)C(=O)[O-]